N-cyclohexyl-N-ethyl-5-(4,4,5,5-tetramethyl-1,3,2-dioxaborolan-2-yl)pyrimidin-2-amine C1(CCCCC1)N(C1=NC=C(C=N1)B1OC(C(O1)(C)C)(C)C)CC